[Na].C(C1=CC=CC=C1)OC(=O)C=1N(C=CC1C1CCN(CC1)C(=O)OC(C)(C)C)S(NC(=O)OCC1=CC=CC=C1)(=O)=O tert-Butyl 4-[2-benzyloxycarbonyl-1-(benzyloxycarbonylsulfamoyl)pyrrol-3-yl]piperidine-1-carboxylate, sodium salt